4-(4-Isopropyl-phenyl)-2-methoxy-6-thiophen-2-yl-nicotinonitrile C(C)(C)C1=CC=C(C=C1)C1=CC(=NC(=C1C#N)OC)C=1SC=CC1